OC1=C(C(=O)O)C=C(C=C1)C=C[N+](=O)[O-] 2-hydroxy-5-(2-nitrovinyl)benzoic acid